(R)-3-((1-(3-(azepan-1-yl)-2-cyano-7-methylquinoxalin-5-yl)ethyl)amino)-6-chloropicolinic acid N1(CCCCCC1)C=1C(=NC2=CC(=CC(=C2N1)[C@@H](C)NC=1C(=NC(=CC1)Cl)C(=O)O)C)C#N